(R)-2-fluoro-4-(7-(3-(methylamino)piperidine-1-yl)-3-(4-(pyrrolidine-1-yl)phenyl)-3H-imidazo[4,5-b]pyridine-2-yl)benzonitrile FC1=C(C#N)C=CC(=C1)C1=NC=2C(=NC=CC2N2C[C@@H](CCC2)NC)N1C1=CC=C(C=C1)N1CCCC1